ClC1=CC(=C(C(=C1)C)C=1N(C=2C(=NC(=C(C2)F)N[C@H]2CN(CC2)C)N1)C)OC 2-(4-Chloro-2-methoxy-6-methyl-phenyl)-6-fluoro-1-methyl-N-[(3R)-1-methylpyrrolidin-3-yl]imidazo[4,5-b]pyridin-5-amine